5-bromo-3-nitro-1,2-benzenediamine BrC1=CC(=C(C(=C1)N)N)[N+](=O)[O-]